3-chloro-8-(3-(cyclopropylsulfonylmethyl)azetidin-1-yl)-5-isopropylisoquinoline ClC=1N=CC2=C(C=CC(=C2C1)C(C)C)N1CC(C1)CS(=O)(=O)C1CC1